C(C1=CC=CC=C1)N1N=C(C(=C1C1=CC=CC=C1)CC(=O)NO)C1=CC=CC=C1 2-(1-benzyl-3,5-diphenyl-pyrazol-4-yl)ethanehydroxamic acid